C(CCCCCCCCCCCCCCCCCCCCCCCCCCC)(=O)OCC(O)CO glyceryl montanoate